6-(5-amino-4-((2-(dimethylamino)ethyl)(methyl)amino)-2-methoxyphenylamino)-4-(bicyclo[1.1.1]pentan-1-ylamino)nicotinonitrile NC=1C(=CC(=C(C1)NC1=NC=C(C#N)C(=C1)NC12CC(C1)C2)OC)N(C)CCN(C)C